2-((1r,4r)-4-(6-(benzenesulfonyl)-2-(piperidin-4-yl)imidazo[4,5-d]Pyrrolo[2,3-b]Pyridin-1(6H)-yl)cyclohexyl)acetonitrile hydrochloride Cl.C1(=CC=CC=C1)S(=O)(=O)N1C=CC=2C1=NC=C1C2N(C(=N1)C1CCNCC1)C1CCC(CC1)CC#N